C1(CC1)C1=NN(C(C=2N1C1=C(C2)SC(=C1)F)=O)CC(=O)O 2-(5-Cyclopropyl-2-fluoro-8-oxothieno[2',3':4,5]pyrrolo[1,2-d][1,2,4]triazin-7(8H)-yl)acetic acid